methanesulfonic acid 2-amino-1-(4-methoxyphenyl)-2-oxoethyl ester NC(C(C1=CC=C(C=C1)OC)OS(=O)(=O)C)=O